3-[5,5,6-trimethyl-bicyclo[2.2.1]hept-2-yl]cyclohexan-1-ol CC1(C2CC(C(C1C)C2)C2CC(CCC2)O)C